FC1(CC=C(CC1)C=1CCC(N(C1)C(=O)OC(C)(C)C)CO)F tert-butyl 5-(4,4-difluorocyclohex-1-en-1-yl)-2-(hydroxymethyl)-3,4-dihydropyridine-1(2H)-carboxylate